FC(CCS(=O)(=O)NC1=C(C=C(C2=CC=CC=C12)C1=CC2=C(N=C(N=C2)N[C@@H]2CNCCC2)N(C1=O)C)F)(F)F (S)-3,3,3-Trifluoro-N-(2-fluoro-4-(8-methyl-7-oxo-2-(piperidin-3-ylamino)-7,8-dihydropyrido[2,3-d]pyrimidin-6-yl)naphthalen-1-yl)propane-1-sulfonamide